cis-diisopropylcyclohex-4-en-1,2-dicarboxylate C(C)(C)OC(=O)[C@H]1[C@H](CC=CC1)C(=O)OC(C)C